silicon difluorophosphate P(=O)([O-])(F)F.[Si+4].P(=O)([O-])(F)F.P(=O)([O-])(F)F.P(=O)([O-])(F)F